4-methyl-6-nitro-1,4-dihydrobenzoxazole-2-one CC1C=C(C=C2C1=NC(O2)=O)[N+](=O)[O-]